ClC=1C(=C(C=CC1)NC=1N(C2=NC(=NC=C2N1)NC1CCOCC1)C1CCNCC1)F N8-(3-Chloro-2-fluorophenyl)-9-(piperidin-4-yl)-N2-(tetrahydro-2H-pyran-4-yl)-9H-purine-2,8-diamine